(S)-2-(4-((S)-3-(2,2-difluoroethyl)morpholinyl)-2-fluoro-6-methylbenzamido)-3-(4-(1-methyl-2,4-dioxo-1,2,5,7-tetrahydrofurano[3,4-d]pyrimidin-3(4H)-yl)phenyl)propanoic acid FC(C[C@@H]1N(CCOC1)C1=CC(=C(C(=O)N[C@H](C(=O)O)CC2=CC=C(C=C2)N2C(N(C3=C(C2=O)COC3)C)=O)C(=C1)C)F)F